(E)-4-((8-(4-(2-Cyanovinyl)-2,6-difluorophenyl)quinazolin-2-yl)amino)benzonitrile C(#N)/C=C/C1=CC(=C(C(=C1)F)C=1C=CC=C2C=NC(=NC12)NC1=CC=C(C#N)C=C1)F